C(C)(=O)OC[C@@H]1C[C@@H]([C@@H](N1C(=O)OCCCl)CO[Si](C)(C)C(C)(C)C)N(S(=O)(=O)C)CC1=CC=C(C=C1)OC 2-chloroethyl (2R,3S,5S)-5-(acetoxymethyl)-2-(((tert-butyldimethylsilyl)oxy)methyl)-3-(N-(4-methoxybenzyl)methylsulfonamido)pyrrolidine-1-carboxylate